C(C=C)(=O)N1C(CC(CC1)=O)CC#N 2-(1-acryloyl-4-oxopiperidin-2-yl)acetonitrile